((2-(but-3-yn-2-yloxy)ethoxy)methyl)benzene CC(C#C)OCCOCC1=CC=CC=C1